(R)-3-(3-(Dimethylcarbamoyl)phenyl)-3-(5-(2-(5,6,7,8-tetrahydro-1,8-naphthyridin-2-yl)ethoxy)-1H-indazol-1-yl)propanoic acid CN(C(=O)C=1C=C(C=CC1)[C@@H](CC(=O)O)N1N=CC2=CC(=CC=C12)OCCC1=NC=2NCCCC2C=C1)C